Cl.N1(CCNCC1)CCCCS(=O)(=O)O 4-(piperazin-1-yl)butane-1-sulfonic acid-HCl